[2-{3-[1-(4,4-Dimethyl-2,6-dioxocyclohexylidene)ethylamino]propoxy}-1,1-bis-{3-[1-(4,4-dimethyl-2,6-dioxocyclohexylidene)ethylamino]propoxymethyl}-ethyl]-carbamic acid tert-butyl ester C(C)(C)(C)OC(NC(COCCCNC(C)=C1C(CC(CC1=O)(C)C)=O)(COCCCNC(C)=C1C(CC(CC1=O)(C)C)=O)COCCCNC(C)=C1C(CC(CC1=O)(C)C)=O)=O